1,1-diethoxy-ethane C(C)OC(C)OCC